10-((2-(Allyloxy)-3-(tert-butyl)-5-methoxyphenyl)diethylsilyl)-5,8-dimethyl-5,10-dihydroindeno[1,2-b]indole C(C=C)OC1=C(C=C(C=C1C(C)(C)C)OC)[Si](C1C2=CC=CC=C2C=2N(C=3C=CC(=CC3C21)C)C)(CC)CC